(5S)-{[2-(4-Carboxyphenyl)ethyl][2-(2-{[3-chloro-4'-(trifluoromethyl)biphenyl-4-yl]methoxy}phenyl)-ethyl]amino}-5,6,7,8-tetrahydroquinoline-2-carboxylic acid C(=O)(O)C1=CC=C(C=C1)CCN(CCC1=C(C=CC=C1)OCC1=C(C=C(C=C1)C1=CC=C(C=C1)C(F)(F)F)Cl)C=1C(=NC=2CCCCC2C1)C(=O)O